tert-butyl (S)-(1-amino-3,3-dicyclopropyl-1-oxopropan-2-yl)carbamate NC([C@H](C(C1CC1)C1CC1)NC(OC(C)(C)C)=O)=O